1-(cyclopropanecarbonyl)-4-[5-[(3,4-dihydro-4-oxo-1-phthalazinyl)methyl]-2-fluorobenzoyl]piperazine C1(CC1)C(=O)N1CCN(CC1)C(C1=C(C=CC(=C1)CC1=NNC(C2=CC=CC=C12)=O)F)=O